benzo[b]naphtho[1,2-d]thiophen-10-amine C1=CC=CC=2C=CC3=C(C4=C(S3)C=CC(=C4)N)C12